N-(1-(3-bromo-2-fluorophenyl)-3,3,3-trifluoropropyl)cyclopropanamine BrC=1C(=C(C=CC1)C(CC(F)(F)F)NC1CC1)F